N1=C(C=CC=C1)OCC=1N=C2N(C=C(C=N2)C=2C=NC(=CC2)C(F)(F)F)C1 2-(2-pyridyloxymethyl)-6-[6-(trifluoromethyl)-3-pyridinyl]imidazo[1,2-a]pyrimidine